di-(2,6-xylylphenoxy)phosphoryl chloride C1(=C(C=CC=C1C)C)C1=C(OP(=O)(OC2=C(C=CC=C2)C2=C(C=CC=C2C)C)Cl)C=CC=C1